ClC=1C(=NC(=NC1)NC1=C(C=C2CCN(CC2=C1)C(C)C)OC)N1CCC2=CC=CC=C12 N-(5-chloro-4-(indolin-1-yl)pyrimidin-2-yl)-2-isopropyl-6-methoxy-1,2,3,4-tetrahydroisoquinolin-7-amine